C(C)(C)(C)OC(=O)N[C@H](C(=O)OC)CC=1C(N(C2=CC=NC=C2C1)CC1=CC=C(C=C1)OC)=O Methyl (S)-2-((tert-butoxycarbonyl)amino)-3-(1-(4-methoxybenzyl)-2-oxo-1,2-dihydro-1,6-naphthyridin-3-yl)propanoate